C(#N)C(C1CN(CC1)C(=O)OC(C)(C)C)O[Si](C)(C)C tert-butyl 3-(cyano(trimethylsilyloxy)methyl)pyrrolidine-1-carboxylate